ClC1=CC(=C(C=C1)N1CCC(CC1)(C=1C=CC(=NC1)C=1C(=NC=CC1)OCC)NC(=O)[C@@H]1CN(CC1)C)C#N (3S)-N-[1-(4-chloro-2-cyanophenyl)-4-{2'-ethoxy-[2,3'-bipyridinyl]-5-yl}piperidin-4-yl]-1-methylpyrrolidine-3-carboxamide